6-[2-(7-Methoxy-2,3-dihydro-benzo[1,4]dioxin-6-yl)-ethylamino]-pyrimidin COC=1C(=CC2=C(OCCO2)C1)CCNC1=CC=NC=N1